(4-((5-chloro-4-(1-isopropyl-1H-pyrazol-4-yl)pyrimidin-2-yl)amino)-3-methoxybenzoyl)-L-isoleucine methyl ester COC([C@@H](NC(C1=CC(=C(C=C1)NC1=NC=C(C(=N1)C=1C=NN(C1)C(C)C)Cl)OC)=O)[C@@H](C)CC)=O